2-(4-(6-((4-chloro-2-fluorobenzyl)oxy)-5-fluoropyridin-2-yl)cyclohex-3-en-1-yl)acetaldehyde ClC1=CC(=C(COC2=C(C=CC(=N2)C2=CCC(CC2)CC=O)F)C=C1)F